C(C=C)OCCC(C)(O)C 4-(allyloxy)-2-methylbutan-2-ol